docosyl ethyl ether C(C)OCCCCCCCCCCCCCCCCCCCCCC